2-[3-(2-{[(2r,7as)-2-fluoro-hexahydro-1H-pyrrolizin-7a-yl]methoxy}-7-bromo-8-fluoroquinazolin-4-yl)-3,8-diazabicyclo[3.2.1]oct-8-yl]ethan-1-ol F[C@@H]1C[C@@]2(CCCN2C1)COC1=NC2=C(C(=CC=C2C(=N1)N1CC2CCC(C1)N2CCO)Br)F